1,3-dihydro-3,3-bis(4-hydroxyphenyl)-1-phenyl-2H-indol-2-one OC1=CC=C(C=C1)C1(C(N(C2=CC=CC=C12)C1=CC=CC=C1)=O)C1=CC=C(C=C1)O